(2S)-2-amino-4-(3-methyl-3-(4-phenyl-2H-1,2,3-triazol-2-yl)butylsulfonimidoyl)butanoic acid N[C@H](C(=O)O)CCS(=O)(=N)CCC(C)(N1N=CC(=N1)C1=CC=CC=C1)C